3-nitro-6-(1-pyrazolyl)-2-pyridinamine [N+](=O)([O-])C=1C(=NC(=CC1)N1N=CC=C1)N